C(C)C1N=C(N(C1)CCCCCCCCCCCCCCCC(C)C)CC Bis-Ethyl(Isostearylimidazoline)